N-[4-[[4-[[2-(6-methyl-2-pyridyl)pyrimidin-4-yl]amino]pyrimidin-2-yl]amino]phenyl]-1H-imidazole-4-sulfonamide CC1=CC=CC(=N1)C1=NC=CC(=N1)NC1=NC(=NC=C1)NC1=CC=C(C=C1)NS(=O)(=O)C=1N=CNC1